4-ethyl-7-hydroxy-2-(tetrahydro-2H-pyran-2-yl)-2,4-dihydro-5H-pyrazolo[4,3-b]Pyridin-5-one C(C)N1C=2C(C(=CC1=O)O)=NN(C2)C2OCCCC2